1-cyclopropyl-2-methyl-6-(4-propoxypyrrolo[2,1-f][1,2,4]triazin-5-yl)-1H-imidazo[4,5-b]pyridine C1(CC1)N1C(=NC2=NC=C(C=C21)C=2C=CN1N=CN=C(C12)OCCC)C